NC1=NC(=C2C(=N1)N(N=C2)CC2=CC=C(C=C2)[N+](=O)[O-])C2=CC(=NC=C2)C#N 4-(6-amino-1-(4-nitrobenzyl)-1H-pyrazolo[3,4-d]pyrimidin-4-yl)pyridinecarbonitrile